(S)-tert-butyl ((4-(N-(5-chloro-4-(cyclopentylmethoxy)-2-fluorobenzoyl)sulfamoyl)morpholin-2-yl)methyl)(methyl)carbamate ClC=1C(=CC(=C(C(=O)NS(=O)(=O)N2C[C@@H](OCC2)CN(C(OC(C)(C)C)=O)C)C1)F)OCC1CCCC1